C(C)NC=1C2=C(N=C(N1)NC1=C(C=C(C=C1)S(=O)(=O)C)OC)NC=C2C(F)(F)F N4-ethyl-N2-(2-methoxy-4-(methylsulfonyl)phenyl)-5-(trifluoromethyl)-7H-pyrrolo[2,3-d]pyrimidine-2,4-diamine